ClC1=C(C=C(C=C1)C=1C=NN(C1)C)CO [2-chloro-5-(1-methylpyrazol-4-yl)phenyl]methanol